triphenyl-(p-phenylphenylthio)phosphonium tert-Butyl-(3R,4S)-3-(5-((R)-3-(tert-butoxy)-2-hydroxy-3-oxopropoxy)-2H-indazol-2-yl)-4-((tertbutyldimethylsilyl)oxy)pyrrolidine-1-carboxylate C(C)(C)(C)OC(=O)N1C[C@H]([C@H](C1)O[Si](C)(C)C(C)(C)C)N1N=C2C=CC(=CC2=C1)OC[C@H](C(=O)OC(C)(C)C)O.C1(=CC=CC=C1)[P+](SC1=CC=C(C=C1)C1=CC=CC=C1)(C1=CC=CC=C1)C1=CC=CC=C1